C1(CC1)NC1=CC=C(C(=O)OC)C=C1 methyl 4-(N-cyclopropylamino)benzoate